CC1NC(C(NC1C)C)C 2,3,5,6-tetramethylpiperazine